(2-((5-Cyanopyridin-3-yl)methoxy)-5-methyl-4-(((2-(trifluoromethyl)-[1,1'-biphenyl]-3-yl)methyl)amino)benzyl)-D-serine C(#N)C=1C=C(C=NC1)COC1=C(CN[C@H](CO)C(=O)O)C=C(C(=C1)NCC=1C(=C(C=CC1)C1=CC=CC=C1)C(F)(F)F)C